BrC=1C=CC(=C(C1)C1=NN(C=C1)CC=1C=NC=CC1)[N+](=O)[O-] 3-((3-(5-bromo-2-nitrophenyl)-1H-pyrazol-1-yl)methyl)pyridine